5-(4-((2-butyramidopyridin-4-yl)methyl)piperazin-1-yl)-N,6-dimethylpicolinamide C(CCC)(=O)NC1=NC=CC(=C1)CN1CCN(CC1)C=1C=CC(=NC1C)C(=O)NC